BrC=1CC2=CC=C(C(=C2C1)F)F 2-bromo-4,5-difluoro-1H-indene